N-[5-(2,6-difluoro-4-methoxyphenyl)-2-(6-{[(1-hydroxycyclopropyl)methyl]amino}-3-(trifluoromethyl)pyridin-2-yl)-1-methyl-3-oxo-2,3-dihydro-1H-pyrazol-4-yl]-4-(difluoromethoxy)benzamide FC1=C(C(=CC(=C1)OC)F)C1=C(C(N(N1C)C1=NC(=CC=C1C(F)(F)F)NCC1(CC1)O)=O)NC(C1=CC=C(C=C1)OC(F)F)=O